2-(3-((2,4-Dimethoxybenzyl)amino)-2-oxo-6-phenylpyrazin-1(2H)-yl)acetic acid COC1=C(CNC=2C(N(C(=CN2)C2=CC=CC=C2)CC(=O)O)=O)C=CC(=C1)OC